o-toluenesulfonic acid methyl ester COS(=O)(=O)C=1C(C)=CC=CC1